F[C@]1(CN(CC[C@H]1O)C1=NC=CC(=N1)NC=1N=CC2=C(N=CC(=C2C1)[C@@H](C)C(C)(C)O)N1[C@@H](CC1)C)C (3S,4R)-3-fluoro-1-(4-((5-((R)-3-hydroxy-3-methylbutan-2-yl)-8-((R)-2-methylazetidin-1-yl)-2,7-naphthyridin-3-yl)amino)pyrimidin-2-yl)-3-methylpiperidin-4-ol